4-chloro-1,2-butadiene ClCC=C=C